(R)-5-(4-(amino(5-chloro-2-hydroxy-4-methylphenyl)methyl)piperidine-1-carbonyl)-3-(hydroxymethyl)pyridin-2(1H)-one N[C@H](C1CCN(CC1)C(=O)C=1C=C(C(NC1)=O)CO)C1=C(C=C(C(=C1)Cl)C)O